ClC=1C=C(C=CC1F)NC1=NC=NC2=CC(=C(C=C12)NC(\C=C\CN1CCN(CC1)CC1=C(C=CC=C1)NC1C(NC(CC1)=O)=O)=O)OC (E)-N-(4-((3-chloro-4-fluorophenyl)amino)-7-methoxyquinazolin-6-yl)-4-(4-(2-((2,6-dioxopiperidin-3-yl)amino)benzyl)piperazin-1-yl)but-2-enamide